5-((R)-5-methyl-7-oxo-5,6,7,8-tetrahydropyrido[2,3-d]pyrimidin-4-yl)-2,5-Diazabicyclo[4.1.0]heptane-2-carboxylate C[C@@H]1CC(NC=2N=CN=C(C21)N2CCN(C1CC21)C(=O)[O-])=O